S1C(=NC2=C1C=CC=C2)N2CCN(CC2)CC2=C(C(=O)O)C=CC=C2 2-[[4-(1,3-benzo-thiazol-2-yl)piperazin-1-yl]methyl]-benzoic acid